CN1N=CC=C1C(=O)NCC1=NOCC1 3-((1-methyl-1H-pyrazole-5-carboxamido)methyl)-4,5-dihydroisoxazole